C(CCCC)(=O)O 1-pentanoic acid